5-(2-cyanophenylcarbonyl)-3-cyclopropyl-8-fluoro-N-[6-(4-isopropyl-4H-1,2,4-triazol-3-yl)pyridin-2-yl]-5,6-dihydro-4H-benzo[f]imidazo[1,5-a][1,4]diazepine-9-carboxamide C(#N)C1=C(C=CC=C1)C(=O)N1CC=2N(C3=C(C1)C=C(C(=C3)C(=O)NC3=NC(=CC=C3)C3=NN=CN3C(C)C)F)C=NC2C2CC2